tert-butyl rac-(3S)-5-[5-[[4-[tert-butoxycarbonyl(methyl)amino]-6-methyl-2-pyridyl]amino]-6-fluoro-2,3-dihydrofuro[3,2-b]pyridin-7-yl]-3-hydroxy-2,3,4,7-tetrahydroazepine-1-carboxylate C(C)(C)(C)OC(=O)N(C1=CC(=NC(=C1)C)NC1=C(C(=C2C(=N1)CCO2)C=2C[C@@H](CN(CC2)C(=O)OC(C)(C)C)O)F)C |r|